C1=CC(=C(C=C1[N+](=O)[O-])[N+](=O)[O-])NC(CO)C(=O)O The molecule is a serine derivative having a 2,4-dinitrophenyl substituent on nitrogen. It is a C-nitro compound, a serine derivative and a non-proteinogenic alpha-amino acid. It contains a hydroxymethyl group. It derives from a serine.